FC(C(=O)O)(F)F.FC(C=1C=C(C=CC1F)C=1C=C(C=NC1)CN1CC2(CNC2)OC1=O)F 6-[[5-[3-(Difluoromethyl)-4-fluoro-phenyl]-3-pyridyl]methyl]-8-oxa-2,6-diazaspiro[3.4]octan-7-one Trifluoroacetate Salt